C1(CCCCC1)P([C@H](C)C1C(CCC1)C1=C(C=CC=C1)P(C1=CC=CC=C1)C1=CC=CC=C1)C1CCCCC1 dicyclohexyl-[(1R)-1-[2-(2-diphenylphosphanylphenyl)cyclopentyl]ethyl]phosphane